N-[2-(dimethylamino)ethyl]carbamate CN(CCNC([O-])=O)C